2-propyl-4-(2',3',4',5'-tetrahydro-[1,1'-biphenyl]-4-yl)-1H-benzo[d]Imidazole C(CC)C1=NC2=C(N1)C=CC=C2C2=CC=C(C=C2)C=2CCCCC2